NC(C(=O)O)C(C)O amino-3-hydroxyButyric acid